C(C)C=1C(NC=2C=C(C=NC2C1)CN1[C@@H]([C@@H](C1)OC=1C=CC(=NC1)C(=O)NC)C)=O 5-{[(2r,3r)-1-[(7-ethyl-6-oxo-5H-1,5-naphthyridin-3-yl)methyl]-2-methylazetidin-3-yl]oxy}-N-methylpyridine-2-carboxamide